FC(CN(C1=NC(N(C2=CC=CC(=C12)F)C([2H])([2H])[2H])=O)C1=CC(=NC=C1)C#CC1(CC1)C(F)(F)F)F 4-[2,2-difluoroethyl-[2-[2-[1-(trifluoromethyl)cyclopropyl]ethynyl]-4-pyridyl]amino]-5-fluoro-1-(trideuteriomethyl)quinazolin-2-one